CC1(OCCN2C=3N=C(N=C(C3N=C12)N1CC2(COC2)CC1)C=1C=C(C(=NC1)N)C(F)(F)F)C 5-[8,8-Dimethyl-1-(2-oxa-6-aza-spiro[3.4]oct-6-yl)-5,6-dihydro-8H-7-oxa-2,4,4b,9-tetraaza-fluoren-3-yl]-3-trifluoromethyl-pyridin-2-ylamine